CC(C(C(=O)[O-])=O)C 3-methyl-2-oxobutanoate